ClC=1N=C(C2=C(N1)C(OC2)=O)Cl 2,4-dichlorofuro[3,4-d]pyrimidin-7(5H)-one